O=C1NC(CCC1N1C(C2=CC=C(C=C2C1=O)N1CCC(CC1)CN1CCC2(CC1)CCN(CC2)C2=C(C=C(C(=C2)OC)[N+](=O)[O-])C=2C=NN(C2)C)=O)=O 2-(2,6-dioxopiperidin-3-yl)-5-(4-((9-(5-methoxy-2-(1-methyl-1H-pyrazol-4-yl)-4-nitrophenyl)-3,9-diazaspiro[5.5]undecan-3-yl)methyl)piperidin-1-yl)isoindoline-1,3-dione